(S)-N-((8-chloro-1,2,3,5,6,7-hexahydro-s-indacen-4-yl)carbamoyl)-4-((3-hydroxypyrrolidin-1-yl)methyl)-5-methylfuran-2-sulfonamide ClC=1C=2CCCC2C(=C2CCCC12)NC(=O)NS(=O)(=O)C=1OC(=C(C1)CN1C[C@H](CC1)O)C